(4-methylbenzoyl)-6-amino-4(3H)-quinazolinone CC1=CC=C(C(=O)C2=NC3=CC=C(C=C3C(N2)=O)N)C=C1